(S)-2-((R)-7-(tert-butoxycarbonyl)-4-oxo-1-oxa-3,7-diazaspiro[4.4]non-3-yl)-3-methylbutanoic acid C(C)(C)(C)OC(=O)N1C[C@@]2(C(N(CO2)[C@H](C(=O)O)C(C)C)=O)CC1